OC1=C(C(=NC(=N1)N)N)N 6-hydroxy-2,4,5-triaminopyrimidine